2-bromo-4-chloro-N'-(difluoroacetyl)benzoyl-hydrazine 3-hexenyl-caproate C(=CCCCC)C(CC(=O)O)CCC.BrC1=C(C(=O)NNC(C(F)F)=O)C=CC(=C1)Cl